C1(CC1)C1=NN=C2N1C=CC(=C2C)[C@H](C(C(=O)[O-])(C)C)C2=CC(=C(C=C2)C)CO (R)-3-(3-cyclopropyl-8-methyl-[1,2,4]triazolo[4,3-a]pyridin-7-yl)-3-(3-(hydroxymethyl)-4-methylphenyl)-2,2-dimethylpropanoate